C(C)(=O)N1CCC(CC1)C(=NS(=O)C(C)(C)C)C1=C(C=C(C(=C1)Cl)Cl)OC N-[(1-acetylpiperidin-4-yl)(4,5-dichloro-2-methoxyphenyl)methylidene]-2-methylpropane-2-sulfinamide